ClC=1C(=CC=2C3=C(C=NC2C1)CN([C@H]3C)C(COCC3=CC=C(C=C3)OC)=O)OCCOC 1-[(1S)-7-chloro-8-(2-methoxyethoxy)-1-methyl-1,3-dihydropyrrolo[3,4-c]quinolin-2-yl]-2-[(4-methoxyphenyl)methoxy]ethanone